6-(((4-methoxybenzyl)(methyl)amino)methyl)-N4-(3-methoxyphenyl)pyrimidine-2,4-diamine COC1=CC=C(CN(C)CC2=CC(=NC(=N2)N)NC2=CC(=CC=C2)OC)C=C1